2-ethyl-N-(3-methoxyphenethyl)-6-methylthieno[2,3-d]pyrimidin-4-amine C(C)C=1N=C(C2=C(N1)SC(=C2)C)NCCC2=CC(=CC=C2)OC